(R)-4-(benzyloxy)-5-((S)-2,2-dimethyl-1,3-dioxan-4-yl)-3-hydroxyfuran-2(5H)-one C(C1=CC=CC=C1)OC1=C(C(O[C@@H]1[C@H]1OC(OCC1)(C)C)=O)O